C(CCC(C)C)[Sn](N(C)C)(N(C)C)N(C)C isohexyltris(dimethylamino)tin